3-(2-oxo-5-azabicyclo[2.2.2]octane-5-yl)thiophene-2-carbaldehyde O=C1C2CN(C(C1)CC2)C2=C(SC=C2)C=O